OC=1C=C(OCCOC2CCN(CC2)C(=O)OC(C)(C)C)C=CC1 tert-butyl 4-[2-(3-hydroxyphenoxy)ethoxy]piperidine-1-carboxylate